guanosine monophosphate monosodium salt [Na+].P(=O)([O-])(O)OC[C@@H]1[C@H]([C@H]([C@@H](O1)N1C=NC=2C(=O)NC(N)=NC12)O)O